N1-(2-fluorophenyl)-N2-((S)-4-methyl-1-oxo-1-(((S)-3-oxo-1-((S)-2-oxopyrrolidin-3-yl)-4-(2,3,6-trifluorophenoxy)butan-2-yl)amino)pentan-2-yl)oxalamide FC1=C(C=CC=C1)NC(C(=O)N[C@H](C(N[C@@H](C[C@H]1C(NCC1)=O)C(COC1=C(C(=CC=C1F)F)F)=O)=O)CC(C)C)=O